ClC=1C(=CC=2N(N1)C=NC(C2C2=C(C=CC=C2Cl)Cl)=O)N2CCN(CC2)C(C)C 2-chloro-5-(2,6-dichlorophenyl)-3-(4-isopropylpiperazin-1-yl)-6H-pyrimido[1,6-b]pyridazin-6-one